C(#N)C(=CC=1C=C(C=CC1)CCOC(=O)N[C@@H](CC1=CC=CC=C1)B(O)O)C1=NC=CC=C1F (R)-(1-(((3-(2-cyano-2-(3-fluoropyridin-2-yl)vinyl)phenylethoxy)carbonyl)amino)-2-phenylethyl)boronic acid